(S)-4-(azetidin-3-yl)-6-((5-oxopyrrolidin-2-yl)methoxy)pyrido[3,4-g]isoquinolin-1(2H)-one N1CC(C1)C1=CNC(C2=CC=3C=CN=C(C3C=C21)OC[C@H]2NC(CC2)=O)=O